ClC1=CC=C(C=C1)[C@@]1(N(C(C2=CC(=CC(=C12)F)C(=O)C=1C=NN(C1)C)=O)CC=1C=NC(=CC1)OC)OCC1(CC1)CO (R)-3-(4-chlorophenyl)-4-fluoro-3-((1-(hydroxymethyl)cyclopropyl)methoxy)-2-((6-methoxypyridin-3-yl)methyl)-6-(1-methyl-1H-pyrazole-4-carbonyl)isoindolin-1-one